COC1=C(C=C(N)C=C1)OCCCN1CCCC1 4-methoxy-3-[3-(pyrrolidin-1-yl)propoxy]aniline